hexahydro-[2,4']bipyridinyl dihydrochloride Cl.Cl.N1C(CCCC1)C1=CC=NC=C1